COCOC=1C=C(C2=CC=C(C=C2C1)C(F)(F)F)SCCCCCC=O 6-((3-(methoxymethoxy)-6-(trifluoromethyl)naphthalen-1-yl)thio)hexanal